4-[1-hydroxy-2-(4-phenoxyphenylamino)ethyl]-1,3-dihydroimidazol-2-one OC(CNC1=CC=C(C=C1)OC1=CC=CC=C1)C=1NC(NC1)=O